3-benzyl-6-(pyridin-4-ylmethyl)-2,3,4,6-tetrahydropyrido[3,4-c][1,8]naphthyridin-5(1H)-one C(C1=CC=CC=C1)N1CC=2C(N(C=3N=CC=CC3C2CC1)CC1=CC=NC=C1)=O